benzyl (3-(hydroxymethyl)bicyclo[3.1.0]hexan-6-yl)carbamate OCC1CC2C(C2C1)NC(OCC1=CC=CC=C1)=O